methyl 3-azidoquinolinate N(=[N+]=[N-])C=1C(=NC2=CC=CC=C2C1)C(=O)OC